9-bromo-3-chloro-N-(1,1-dideuterio-2-methyl-propyl)-8,9-dihydro-7H-cyclopenta[h]isoquinoline-5-sulfonamide BrC1CCC=2C=C(C=3C=C(N=CC3C21)Cl)S(=O)(=O)NC(C(C)C)([2H])[2H]